4-hydroxy-1-methoxy-5-methyl-3-[4-(trifluoromethyl)-2-pyridyl]imidazolidin-2-one OC1N(C(N(C1C)OC)=O)C1=NC=CC(=C1)C(F)(F)F